tert-butyl (3-((4-((3,4-dichloro-2-fluorophenyl)amino)-7-methoxyquinazolin-6-yl)amino)cyclobutyl)carbamate ClC=1C(=C(C=CC1Cl)NC1=NC=NC2=CC(=C(C=C12)NC1CC(C1)NC(OC(C)(C)C)=O)OC)F